BrC(C)C=1C=C(C#N)C=CC1 3-(1-bromoethyl)benzonitrile